C(C)(C)C=1C=C(C=CC1OC1=CC=NC2=CC=CC=C12)N1C(N(CC1=O)C1=CC(=CC=C1)C(F)(F)F)=O 3-[3-isopropyl-4-(4-quinolinyloxy)phenyl]-1-[3-(trifluoromethyl)phenyl]-2,4-imidazolidinedione